Ethyl (Z)-5-(2-chloro-3,3,3-trifluoroprop-1-en-1-yl)-1-methyl-1H-imidazole-2-carboxylate Cl\C(=C/C1=CN=C(N1C)C(=O)OCC)\C(F)(F)F